COC(C1=CC(=C(C(=C1)CCCCC)OCC=C)CCCCC)=O 4-allyloxy-3,5-dipentylbenzoic acid methyl ester